3,5-difluoro-4-hydroxy-N-{[(1r,4r)-4-{6-[1-methyl-5-(trifluoro-methyl)-1H-pyrazol-4-yl]-2H-indazol-2-yl}cyclohexyl]methyl}benzamide FC=1C=C(C(=O)NCC2CCC(CC2)N2N=C3C=C(C=CC3=C2)C=2C=NN(C2C(F)(F)F)C)C=C(C1O)F